(S)-4-(((1H-benzo[d]imidazol-2-yl)methyl)(5,6,7,8-tetrahydroquinolin-8-yl)amino)butanenitrile N1C(=NC2=C1C=CC=C2)CN(CCCC#N)[C@H]2CCCC=1C=CC=NC21